(2R)-2-hydroxy-3-[4-[[(2'S,7R)-3-(hydroxymethyl)-2'-methyl-2-(trifluoromethyl)spiro[4,5-dihydrothieno[2,3-c]pyran-7,4'-piperidine]-1'-yl]methyl]pyrazol-1-yl]propenamide OC(C(=O)N)=CN1N=CC(=C1)CN1[C@H](C[C@@]2(CC1)OCCC1=C2SC(=C1CO)C(F)(F)F)C